Cyclononan-8-one C1CCCCCCC(C1)=O